FC(C1(COC1)NS(=O)C(C)(C)C)F N-(3-(difluoromethyl)oxetan-3-yl)-2-methylpropan-2-sulfinamide